(S)-3-amino-4-(3,4-difluorophenyl)butanoic acid N[C@H](CC(=O)O)CC1=CC(=C(C=C1)F)F